ClC=1C=C(/C=C/C2=CC(=C(C=C2)O)CNC2=CC=C(C=C2)N2CCOCC2)C=CC1Cl (E)-4-(3,4-dichlorostyryl)-2-(((4-morpholinophenyl)amino)methyl)phenol